CC1(OC(CN1C(C(Cl)Cl)=O)C)C 2,2,5-Trimethyl-3-(dichloro-acetyl)-1,3-oxazolidine